C(C)(C)C1=CC(=CC(=C1)C(C)C)C(C)C 2,4,6-triisopropylbenzene